1-(benzo[b]thiophen-2-yl)-2-(3,5-dimethoxyphenyl)prop-2-en-1-one S1C2=C(C=C1C(C(=C)C1=CC(=CC(=C1)OC)OC)=O)C=CC=C2